FC1CC(C1)CC(=O)O 2-(3-fluorocyclobutyl)acetic acid